C(CCC)=C1OC(=O)C=2C=CCCC12 3-butyliden-4,5-dihydrophthalide